C(C(C(C(C(C(C(CO)O)O)O)O)O)O)O octitol